(S)-2-(2,5-difluoro-4-(6-((5-(isothiazol-4-yl)thiazol-2-yl)methoxy)pyridin-2-yl)benzyl)-1-(oxetan-2-ylmethyl)-1H-benzo[d]imidazole-6-carboxylic acid FC1=C(CC2=NC3=C(N2C[C@H]2OCC2)C=C(C=C3)C(=O)O)C=C(C(=C1)C1=NC(=CC=C1)OCC=1SC(=CN1)C=1C=NSC1)F